C(C)(C)(C)OC(=O)NC=1SC=C(N1)C(=O)OCC ethyl 2-{[(tert-butoxy) carbonyl] amino}-1,3-thiazole-4-carboxylate